B(O)(O)C1OC(=O)C2=C(C(=C(C(=C12)Cl)Cl)Cl)Cl boronotetrachlorophthalide